Ethyl 6-(N-(5-chloro-2-(4-ethoxypiperidin-1-yl) pyridin-3-yl) sulfamoyl)-7-fluorobenzofuran-2-carboxylate ClC=1C=C(C(=NC1)N1CCC(CC1)OCC)NS(=O)(=O)C1=C(C2=C(C=C(O2)C(=O)OCC)C=C1)F